P(O)(=O)(OP(=O)(O)OP(=O)(O)O)O[C@H]1[C@H]([C@@H](O[C@@H]1CO)N1C=NC=2C(=O)NC(N)=NC12)O guanosine 3'-triphosphate